CS(=O)(=O)OCCOCCO[C@@H](CN1N=CC(=C1)C1=NN(C2=CC=C(C=C12)O[Si](C)(C)C(C)(C)C)C1OCCCC1)C 2-[2-[(1R)-2-[4-[5-[tert-butyl(dimethyl)silyl]oxy-1-tetrahydropyran-2-yl-indazol-3-yl]pyrazol-1-yl]-1-methyl-ethoxy] ethoxy]ethyl methanesulfonate